N-ethyl-4-(6-(((3aR,5s,6aS)-2-((tetrahydro-2H-pyran-4-yl)methyl)octahydrocyclopenta[c]pyrrol-5-yl)amino)pyridazin-3-yl)benzamide C(C)NC(C1=CC=C(C=C1)C=1N=NC(=CC1)NC1C[C@@H]2[C@@H](CN(C2)CC2CCOCC2)C1)=O